(R)-4-(4-ethoxy-5-((8-fluoro-2-methylimidazo[1,2-a]pyridin-6-yl)carbamoyl)pyrimidin-2-yl)-2-methylpiperazine-1-carboxylic acid tert-butyl ester C(C)(C)(C)OC(=O)N1[C@@H](CN(CC1)C1=NC=C(C(=N1)OCC)C(NC=1C=C(C=2N(C1)C=C(N2)C)F)=O)C